ClC1=CC=C(C(=N1)C(=O)O)N[C@H](C)C1=C2N=C(C(=NC2=CC(=C1)C)C#N)N1C[C@]2(CC2C1)F 6-chloro-3-(((1R)-1-(2-cyano-3-((1R)-1-fluoro-3-azabicyclo[3.1.0]hexan-3-yl)-7-methylquinoxalin-5-yl)ethyl)amino)picolinic acid